(3-aminopropyl)-N3-(6,7-dimethoxyquinolin-4-yl)-N1-methylpropane-1,3-diamine NCCCC(CCNC1=CC=NC2=CC(=C(C=C12)OC)OC)NC